1-(4-((5-cyclopropyl-1H-pyrazol-3-yl)amino)-6-methoxy-7-(3-(pyrrolidin-1-yl)propoxy)quinazolin-2-yl)-3-methylurea C1(CC1)C1=CC(=NN1)NC1=NC(=NC2=CC(=C(C=C12)OC)OCCCN1CCCC1)NC(=O)NC